C(C)(=O)C1=C2C=C(N(C(C2=CC(=C1)C)=O)C)C1=CC=CC2=CN(N=C12)C 5-acetyl-2,7-dimethyl-3-(2-methyl-2H-indazol-7-yl)isoquinolin-1(2H)-one